(4-(1-(1-(Imidazo[1,2-a]pyridin-6-yl)ethyl)-1H-[1,2,3]triazolo[4,5-b]pyrazin-6-yl)phenyl)dimethylphosphine oxide N=1C=CN2C1C=CC(=C2)C(C)N2N=NC=1C2=NC(=CN1)C1=CC=C(C=C1)P(C)(C)=O